C(C1=CC=CC=C1)OC(=O)N1CCC(CC1)C1=NC2=CC=C(C=C2NC1=O)C.ClC=1C=C(C=CC1)NC(C1=CC=C(C=C1)O[C@@H](C(=O)NC1=CC=C(C=C1)Br)C)=O (R)-N-(3-chlorophenyl)-4-((1-((4-bromophenyl)amino)-1-oxopropan-2-yl)oxy)benzamide benzyl-4-(6-methyl-3-oxo-3,4-dihydroquinoxalin-2-yl)piperidine-1-carboxylate